2,6-dichloro-4-((4-hydroxyphenyl)amino)phenol ClC1=C(C(=CC(=C1)NC1=CC=C(C=C1)O)Cl)O